3-(3-amino-2-isopropylpyridin-4-yl)propionic acid tert-butyl ester (tert-butyl 3-(3-amino-2-isopropylpyridin-4-yl) propanoate) C(C)(C)(C)C(C(=O)O)CC1=C(C(=NC=C1)C(C)C)N.C(C)(C)(C)OC(CCC1=C(C(=NC=C1)C(C)C)N)=O